OC1=C(C(N(C=C1C)C)=O)NC(N[C@@H](CC(=O)OCC)C=1SC(=CC1)C1=CC=CC=C1)=O ethyl (S)-3-(3-(4-hydroxy-1,5-dimethyl-2-oxo-1,2-dihydropyridin-3-yl)ureido)-3-(5-phenyl thiophen-2-yl)propanoate